CS(=O)(=O)C1=CC(=C(C=C1)NCC#CC=1N(C2=CC=CC(=C2C1)N[C@H]1C[C@H](CCC1)N1N=NNC1=O)CC(F)(F)F)OC 1-[(1S,3R)-3-[(2-{3-[(4-methanesulfonyl-2-methoxyphenyl)amino]prop-1-yn-1-yl}-1-(2,2,2-trifluoroethyl)-1H-indol-4-yl)amino]cyclohexyl]-4,5-dihydro-1H-1,2,3,4-tetrazol-5-one